C(C)(C)(C)C1=C(C=CC(=C1)C)P1(OC2=C(C=C(C=C2C(C)(C)C)C(C)(C)C)CC2=C(C(=CC(=C2)C(C)(C)C)C(C)(C)C)O1)[O-] 2,2'-methylenebis(4,6-di-tert-butylphenyl) (2-tert-butyl-4-methylphenyl)phosphite